FC(C(=O)O)(F)F.ClC=1C=C(C=C(C1)C(F)(F)F)[C@H](CC(=O)OC)NC(CNC(=O)C1=CC(=C2C=NNC2=C1)NC=1NCCCN1)=O methyl (S)-3-(3-chloro-5-(trifluoromethyl)phenyl)-3-(2-(4-((1,4,5,6-tetrahydropyrimidin-2-yl)amino)-1H-indazole-6-carboxamido)acetamido)propanoate trifluoroacetate